7-amino-6-ethoxy-4-(6-(6-((6-methoxypyridin-3-yl)methyl)-3,6-diazabicyclo[3.1.1]heptan-3-yl)pyridin-3-yl)-1H-pyrazolo[3',4':3,4]pyrazolo[1,5-a]pyridine NC1=C(C=C(C=2N1N=C1C2C=NN1)C=1C=NC(=CC1)N1CC2N(C(C1)C2)CC=2C=NC(=CC2)OC)OCC